((S)-2-((S)-1-(((9H-fluoren-9-yl)methoxy)carbonyl)indoline-2-carboxamido)-6-(tert-butoxy)-6-oxohexanoyl)-L-valine C1=CC=CC=2C3=CC=CC=C3C(C12)COC(=O)N1[C@@H](CC2=CC=CC=C12)C(=O)N[C@H](C(=O)N[C@@H](C(C)C)C(=O)O)CCCC(=O)OC(C)(C)C